[Cr](=O)(=O)(O[Si](C1=C(C=CC=C1)C)(C1=C(C=CC=C1)C)C1=C(C=CC=C1)C)O[Si](C1=C(C=CC=C1)C)(C1=C(C=CC=C1)C)C1=C(C=CC=C1)C bis(tri-o-tolylsilyl) chromate